C1=C(C=CC2=CC=CC=C12)C(CCCOB([O-])[O-])(C1=CC2=CC=CC=C2C=C1)C1=CC2=CC=CC=C2C=C1.C(CCC)[N+](CCCC)(CCCC)CCCC.C(CCC)[N+](CCCC)(CCCC)CCCC Tetrabutyl-ammonium tri(2-naphthyl)butyl-borate